4-{2-[2-({2-methyl-8-[4-(trifluoromethyl)phenyl]-2H,8H-pyrazolo[3,4-b]indol-5-yl}formamido)ethoxy]ethoxy}butanoic acid CN1N=C2N(C3=CC=C(C=C3C2=C1)C(=O)NCCOCCOCCCC(=O)O)C1=CC=C(C=C1)C(F)(F)F